C(C)(C)(C)OC([C@@H](CC1=CC(=CC=C1)CNC1=CC(=CC(=C1)OC)F)[C@@H]1CN(CC1)C(=O)OC(C)(C)C)=O tert-Butyl (3R)-3-[(1S)-2-tert-butoxy-1-[[3-[(3-fluoro-5-methoxy-anilino)methyl]phenyl]methyl]-2-oxo-ethyl]pyrrolidine-1-carboxylate